5-acetyl-7-methyl-2,3-dihydro-1H-pyrrolo[2,1-b]quinazolin-9-one C(C)(=O)C1=CC(=CC=2C(N3C(=NC12)CCC3)=O)C